CC1(OB(OC1(C)C)C=1C=C(C=C(C1)C1=CC=CC=C1)C1=CC2=C(OC3=C2C=CC=C3)C=C1)C 2-[5-(4,4,5,5-tetramethyl-1,3,2-dioxaborolan-2-yl)[1,1'-biphenyl]-3-yl]dibenzofuran